2-(3,3-dimethyl-4-(6-oxo-1,6-dihydropyridine-3-carbonyl)piperazin-1-yl)-N-(5-(4-fluorophenoxy)-1,3,4-thiadiazol-2-yl)propanamide CC1(CN(CCN1C(=O)C1=CNC(C=C1)=O)C(C(=O)NC=1SC(=NN1)OC1=CC=C(C=C1)F)C)C